NC(C1CCN(CC1)CC(=O)N(C)C)C1=C(C=C(C(=C1)Cl)Cl)O 2-[4-[amino(4,5-dichloro-2-hydroxyphenyl)methyl]piperidin-1-yl]-N,N-dimethylacetamide